CNC1=NC2=CC(=CC=C2N=C1)N N2-methylquinoxaline-2,7-diamine